C(C1=CC=CC=C1)N1C(=NC=C1)C1=NNC2=C(C(=CC=C12)Br)F 3-(1-benzyl-1H-imidazol-2-yl)-6-bromo-7-fluoro-1H-indazole